9,9-bis[3,4-di(2-hydroxyethoxy)phenyl]fluorene OCCOC=1C=C(C=CC1OCCO)C1(C2=CC=CC=C2C=2C=CC=CC12)C1=CC(=C(C=C1)OCCO)OCCO